Cl.C(C1=CC=CC=C1)C=1N=C2N(N=C(C=C2N)SC2CCNCC2)C1C1CC1 benzyl-3-cyclopropyl-6-(piperidin-4-ylthio)imidazo[1,2-b]pyridazin-8-amine hydrochloride